FC1(CC(C1)CN1C[C@H](N(CC1)CC1=C2C=CNC2=C(C=C1OC)C)C1=CC=C(C(=O)O)C=C1)F (R)-4-(4-((3,3-difluorocyclobutyl)methyl)-1-((5-methoxy-7-methyl-1H-indol-4-yl)methyl)piperazin-2-yl)benzoic acid